tert-butyl 2-({4-[4-(trifluoromethoxy)piperidin-1-yl]phenyl}amino)-5H,6H,7H,8H-pyrido[3,4-d]pyrimidine-7-carboxylate FC(OC1CCN(CC1)C1=CC=C(C=C1)NC=1N=CC2=C(N1)CN(CC2)C(=O)OC(C)(C)C)(F)F